((1r,4r)-4-((2-fluorobenzyl)(methyl)amino)cyclohexyl)(3,3,5-trimethyl-2,3-dihydro-1H-pyrrolo[3,2-b]pyridin-1-yl)methanone FC1=C(CN(C2CCC(CC2)C(=O)N2CC(C3=NC(=CC=C32)C)(C)C)C)C=CC=C1